C(C1=CC=CC=C1)N1S(C(C(C2=C1N=C(N2C2=CC=CC=C2)SC)=O)C2=CC=CC=C2)(=O)=O 1-benzyl-6-(methyl-Thio)-3,5-diphenyl-3,5-dihydroimidazo[4,5-c][1,2]thiazin-4(1H)-one 2,2-dioxide